2-(bromomethyl)-1,1-difluoro-cyclohexane BrCC1C(CCCC1)(F)F